ClC1=CC(=C(S1)C1=CC=C(C(=N1)C)O[C@@H]1C[C@H](CCC1)C(=O)[O-])CNC (1S,3S)-3-((6-(5-chloro-3-((methylamino)methyl)thiophen-2-yl)-2-methylpyridin-3-yl)oxy)cyclohexane-1-carboxylate